tert-butyl 4-[4-(4-{1-[(tert-butoxy)carbonyl]-1,2,3,6-tetrahydropyridin-4-yl}-3-methylbenzamido)-2-methoxyphenyl]-1,2,3,6-tetrahydropyridine-1-carboxylate C(C)(C)(C)OC(=O)N1CCC(=CC1)C1=C(C=C(C(=O)NC2=CC(=C(C=C2)C=2CCN(CC2)C(=O)OC(C)(C)C)OC)C=C1)C